6-(2-(3-(2-Chloro-4-fluorophenyl)-5-cyclopropylisoxazol-4-yl)-7-azaspiro[3.5]non-1-en-7-yl)-4-(trifluoromethyl)chinolin ClC1=C(C=CC(=C1)F)C1=NOC(=C1C1=CC2(C1)CCN(CC2)C=2C=C1C(=CC=NC1=CC2)C(F)(F)F)C2CC2